BrC=1C=C(C=C2C(=CC(=NC12)N1CCCCC1)O)C 8-bromo-6-methyl-2-(1-piperidyl)quinolin-4-ol